hydroxy-5-methylbicyclo[2.2.1]hept-2-ene OC12C=CC(C(C1)C)C2